FC1=CC=C(CN(C2=NC(=NC(=C2)N)SC)C2=CC=C(C=C2)N2CCOCC2)C=C1 N4-(4-fluorobenzyl)-2-(methylthio)-N4-(4-morpholinophenyl)pyrimidine-4,6-diamine